3-chloro-N,N-dimethylpropane-1-amine hydrogen chloride Cl.ClCCCN(C)C